[N-](S(=O)(=O)C(F)(F)F)S(=O)(=O)C(F)(F)F.O(CCCCCCCCC(C)C)C=1NC=C[N+]1C Oxai-dodecyl-3-methylimidazolium-bis(trifluoromethanesulfonyl)imide salt